3-(3-chlorophenyl)-2-methyl-quinazolin-4(3H)-one ClC=1C=C(C=CC1)N1C(=NC2=CC=CC=C2C1=O)C